BrC=1C=C(C=CC1)[C@@H](C)NC1=NC(=NC2=CC(=C(C=C12)OC)OCCCCC1=CC=NC=C1)C (R)-N-(1-(3-bromophenyl)ethyl)-6-methoxy-2-methyl-7-(4-(pyridin-4-yl)-butoxy)quinazolin-4-amine